1,3,5-tris[N,N-bis(4-methylphenyl)amino]benzene (S)-quinuclidin-3-yl-((R)-5-(3-chloro-4-isopropoxyphenyl)-2,2,6-trimethyl-2,3-dihydro-1H-inden-1-yl)carbamate N12C[C@H](C(CC1)CC2)N(C(O)=O)[C@@H]2C(CC1=CC(=C(C=C21)C)C2=CC(=C(C=C2)OC(C)C)Cl)(C)C.CC2=CC=C(C=C2)N(C2=CC=C(C=C2)C)C2=CC(=CC(=C2)N(C2=CC=C(C=C2)C)C2=CC=C(C=C2)C)N(C2=CC=C(C=C2)C)C2=CC=C(C=C2)C